C12COCC(CC1)N2[C@@H](COC=2C=C(C(=O)OC(C)(C)C)C=C(C2Cl)[N+](=O)[O-])COC2=C(C(=CC(=C2)C(=O)OCC)[N+](=O)[O-])Cl tert-butyl 3-((2R)-2-(3-oxa-8-azabicyclo[3.2.1]oct-8-yl)-3-(2-chloro-5-(ethoxycarbonyl)-3-nitrophenoxy) propoxy)-4-chloro-5-nitrobenzoate